C1=CC=CC=2C3=CC=CC=C3C(C12)COC(=O)N[C@H](C(=O)O)CC1=CC=C(C=C1)C1=CC=C(C=C1)C(=O)OC(C)(C)C (S)-2-((((9H-fluoren-9-yl)methoxy)carbonyl)amino)-3-(4'-(tert-butoxycarbonyl)-[1,1-biphenyl]-4-yl)propanoic acid